5-chloro-1-((2-(trimethylsilyl)ethoxy)methyl)-1H-pyrrolo[3,2-b]pyridine-7-carbaldehyde ClC1=CC(=C2C(=N1)C=CN2COCC[Si](C)(C)C)C=O